FC=1C=C(N)C=C(C1C)F 3,5-difluoro-4-methylaniline